2,5-bis(chloroformyl)thiophene tert-butyl-4-[[5-[2-(3-chloroanilino)pyrimidin-5-yl]-3-pyridyl]amino]-2-methyl-piperidine-1-carboxylate C(C)(C)(C)OC(=O)N1C(CC(CC1)NC=1C=NC=C(C1)C=1C=NC(=NC1)NC1=CC(=CC=C1)Cl)C.ClC(=O)C=1SC(=CC1)C(=O)Cl